2,2'-(ethane-1,2-diylbis(azanediyl))bis(ethane-1-thiol) C(CNCCS)NCCS